FC=1C=C2C(=CN(C2=CC1C=1CCN(CC1)C)C)C(=O)NC1=CNC2=CC=C(C=C12)F 5-fluoro-N-(5-fluoro-1H-indol-3-yl)-1-methyl-6-(1-methyl-3,6-dihydro-2H-pyridin-4-yl)indole-3-carboxamide